5-(4-methylimidazol-1-yl)-2-nitro-benzoic acid CC=1N=CN(C1)C=1C=CC(=C(C(=O)O)C1)[N+](=O)[O-]